PHENYLMETHYL-SULFONYLFLUORIDE C1(=CC=CC=C1)CS(=O)(=O)F